C(C=C)OCC(CO)O 3-[(allyl)oxy]-1,2-propanediol